NN1N=NC=C1 1-amino-1,2,3-triazole